NCC=1C2=CC(=C(C=C2N=C2C3=CC=4[C@@](C(OCC4C(N3CC12)=O)=O)(O)CC)OC)OC |r| rac-(19S)-10-(aminomethyl)-19-ethyl-19-hydroxy-6,7-dimethoxy-17-oxa-3,13-diazapentacyclo[11.8.0.02,11.04,9.015,20]henicosa-1(21),2,4,6,8,10,15(20)-heptaene-14,18-dione